(((S)-(((2R,3S,4R,5R)-5-(5-chloro-7-((2-chlorobenzyl)amino)-3H-[1,2,3]triazolo[4,5-d]pyrimidin-3-yl)-3,4-dihydroxytetrahydrofuran-2-yl)methoxy)(methoxy)phosphoryl)methyl)phosphonic acid ClC=1N=C(C2=C(N1)N(N=N2)[C@H]2[C@@H]([C@@H]([C@H](O2)CO[P@@](=O)(OC)CP(O)(O)=O)O)O)NCC2=C(C=CC=C2)Cl